2-(4-{[(3R)-1-(2-hydroxyethyl)piperidin-3-yl]amino}imidazo[1,5-d][1,2,4]triazin-1-yl)-5-(trifluoromethyl)phenol OCCN1C[C@@H](CCC1)NC1=NN=C(C=2N1C=NC2)C2=C(C=C(C=C2)C(F)(F)F)O